(2R,4R,5R)-2-(tert-butyl)-3-formyl-5-isopropylthiazolidine-4-carboxylic acid methyl ester COC(=O)[C@H]1N([C@H](S[C@@H]1C(C)C)C(C)(C)C)C=O